5-(2,4-difluorophenyl)-1,4,5,7-tetrahydropyrano[3,4-c]pyrazole-3-carboxylic acid FC1=C(C=CC(=C1)F)C1CC2=C(NN=C2C(=O)O)CO1